NC1=C2N=C(N(C2=NC=N1)CCC(=O)NC(C)(C)C)SC1=CC2=C(OCO2)C=C1C1=NNC=C1 3-{6-Amino-8-[6-(1H-pyrazol-3-yl)-benzo[1,3]dioxol-5-ylsulfanyl]-purin-9-yl}-N-tert-butyl-propionamide